ClC=1C=CC2=C(C[C@@H](CC=3N2C(=NN3)[C@@H]3CC[C@H](CC3)OC3=NC=CC=C3)NC(=O)C3(COC3)C)C1 N-{(5S)-8-chloro-1-[trans-4-(pyridin-2-yloxy)cyclohexyl]-5,6-dihydro-4H-[1,2,4]triazolo[4,3-a][1]benzazepin-5-yl}-3-methyloxetane-3-carboxamide